Isopropyl 5-((3-(8-bromo-3-(2,2,2-trifluoroethyl)indolizin-2-yl)prop-2-yn-1-yl)amino)-6-(methoxy-d3)pyridine-2-carboxylate BrC1=CC=CN2C(=C(C=C12)C#CCNC=1C=CC(=NC1OC([2H])([2H])[2H])C(=O)OC(C)C)CC(F)(F)F